5-oxo-2-phenylpyrazoline O=C1C=CN(N1)C1=CC=CC=C1